COC=1C=C(C=C(C1)OC)N(C=1C=CC=2N(C(C(=CN2)C=2CCNCC2)=O)C1)CCNC(C)C 7-((3,5-Dimethoxyphenyl)(2-(isopropylamino)ethyl)amino)-3-(1,2,3,6-tetrahydropyridin-4-yl)-4H-pyrido[1,2-a]pyrimidin-4-one